Cl[As]C1=CC=CC=C1 chlorophenylarsenic